C(CCC)OCCOC(C1=CC=C(C=C1)N(C)C)=O 2-n-butoxyethyl-4-(dimethylamino)benzoate